NC=1C=C(C=C2C=C(N=CC12)NC(=O)[C@H]1[C@@H](C1)F)C=1C=NNC1C(C)C |r| (±)-trans-N-(8-amino-6-(5-isopropyl-1H-pyrazol-4-yl)isoquinolin-3-yl)-2-fluorocyclopropanecarboxamide